N-[(1H-benzimidazol-2-yl)methyl]-8-bromo-2-[(1R,5R)-3,6-diazabicyclo[3.2.0]heptan-3-yl]pyrazolo[1,5-a][1,3,5]triazin-4-amine N1C(=NC2=C1C=CC=C2)CNC2=NC(=NC=1N2N=CC1Br)N1C[C@H]2CN[C@H]2C1